NC1=C(N=NC(=C1)C1=C(C=CC(=C1)Cl)F)N(C)CC1(C(OCC1)=O)CO[Si](C)(C)C(C)(C)C 3-({[4-amino-6-(5-chloro-2-fluorophenyl)pyridazin-3-yl](methyl)amino}methyl)-3-{[(tert-butyldimethylsilyl)oxy]methyl}oxolan-2-one